FC=1C=C(C=CC1)C(CNC(C)(CCC)C)O 1-(3-fluorophenyl)-2-((2-methylpent-2-yl)amino)ethan-1-ol